FC=1C=C2NC(C=3N(C2=C(C1C=1C2=CN=NC2=CCC1)C(F)(F)F)C(=NN3)C)(C)C 7-Fluoro-8-(6H-indazol-4-yl)-1,4,4-trimethyl-9-(trifluoromethyl)-5H-[1,2,4]triazolo[4,3-a]quinoxaline